C(=C)C=1C=CC=2N(N1)C=C(N2)C(=O)OCC ethyl 6-vinylimidazo[1,2-b]pyridazine-2-carboxylate